6-(3-methylisoxazol-4-yl)isoquinolin-1(2H)-one CC1=NOC=C1C=1C=C2C=CNC(C2=CC1)=O